O=C1NC(CCC1N1C(N(C2=C1C=CC(=C2)CCCOCCC(=O)O)C)=O)=O 3-[3-[1-(2,6-Dioxo-3-piperidyl)-3-methyl-2-oxo-benzimidazol-5-yl]propoxy]propanoic acid